C1(=CC=CC=C1)[C@H]1CC[C@H](CC1)OC[C@@H]1N(CCC[C@@H]1C1=NNC=C1)C(=O)O[C@H](C)CC (R)-sec-butyl (CIS)-2-((((CIS)-4-phenylcyclohexyl)oxy) methyl)-3-(1H-pyrazol-3-yl)piperidine-1-carboxylate